racemic-4-[2-(N-[(racemic)-3,3-difluorocyclohexyl]anilino)-2-oxo-ethyl]-1-(2-pyridyl)piperidine-4-carboxylic acid FC1(C[C@@H](CCC1)N(C1=CC=CC=C1)C(CC1(CCN(CC1)C1=NC=CC=C1)C(=O)O)=O)F |r|